C1(=CC=CC=C1)N(C1=CC=CC=C1)C1=C(C=C(C=C1)C)C N,N-diphenyl-2,4-dimethylphenylamine